1-(2-acetyl-4-bromo-5-fluoro-phenyl)-3-[(1S)-1-(2-pyrimidin-2-yl-1,2,4-triazol-3-yl)ethyl]urea C(C)(=O)C1=C(C=C(C(=C1)Br)F)NC(=O)N[C@@H](C)C=1N(N=CN1)C1=NC=CC=N1